4-fluoro-2-{2-[(3R)-3-methylmorpholin-4-yl]-8-[1-(tetrahydro-2H-pyran-2-yl)-1H-pyrazol-5-yl]-1,7-naphthyridin-4-yl}aniline FC1=CC(=C(N)C=C1)C1=CC(=NC2=C(N=CC=C12)C1=CC=NN1C1OCCCC1)N1[C@@H](COCC1)C